2,4-di-t-amyl-6-(1-(3,5-di-t-amyl-2-hydroxyphenyl)ethyl)phenyl acrylate C(C=C)(=O)OC1=C(C=C(C=C1C(C)C1=C(C(=CC(=C1)C(C)(C)CC)C(C)(C)CC)O)C(C)(C)CC)C(C)(C)CC